6-bromo-7-cyano-4-methyl-3,4-dihydroquinoxaline-1(2H)-carboxylic acid tert-butyl ester C(C)(C)(C)OC(=O)N1CCN(C2=CC(=C(C=C12)C#N)Br)C